methoxyamine methanesulfonic acid salt CS(=O)(=O)O.CON